FC1=C(C(=CC(=C1)C(F)(F)F)O)C1=NN=C(C2=CC=CC=C12)NC[C@H](CO)O (2R)-3-[[4-[2-fluoro-6-hydroxy-4-(trifluoromethyl)phenyl]phthalazin-1-yl]amino]propane-1,2-diol